C(C1=CC=CC=C1)OC(CC[C@H](CC(=O)O)NC(=O)OC(C)(C)C)=O (3R)-6-benzyloxy-3-(tert-butoxycarbonylamino)-6-oxo-hexanoic acid